[I-].C(C)[N+](CCC1=CNC2=CC=C(C=C12)O)(CC)CC triethyl-[2-(5-hydroxy-1H-indol-3-yl)ethyl]azanium iodide